1-(4-(Benzyloxy)-2-((2R,3S,4S,5R)-3-(3,4-difluoro-2-methoxyphenyl)-4,5-dimethyl-5-(trifluoromethyl)tetrahydrofuran-2-yl)-6-methylpyrimidin-5-yl)ethan-1-one C(C1=CC=CC=C1)OC1=NC(=NC(=C1C(C)=O)C)[C@@H]1O[C@]([C@H]([C@H]1C1=C(C(=C(C=C1)F)F)OC)C)(C(F)(F)F)C